O=C1N(N=CC2=C(C=CC=C12)NCCN1CCNCC1)C1C(NC(CC1)=O)=O 3-(1-oxo-5-((2-(piperazin-1-yl)ethyl)Amino)phthalazin-2(1H)-yl)piperidine-2,6-dione